1-(3-pyridinyl)-1,2,4-triazol-3-amine N1=CC(=CC=C1)N1N=C(N=C1)N